[N+](=O)([O-])C1=CC=C(C(=O)NC2=CC=C(C(C(=O)O)=C2)O)C=C1 5-(4-nitrobenzoyl)aminosalicylic acid